COCCOCCOCCOC1=CC=C(C=C1)N1C2=CC=CC=C2C=2C=C(C=CC12)[N+](=O)[O-] 9-(4-(2-(2-(2-methoxyethoxy)ethoxy)ethoxy)phenyl)-3-nitro-9H-carbazole